FC1=C(C=CC(=C1)[N+](=O)[O-])SC (2-fluoro-4-nitrophenyl)(methyl)sulfane